5-(2-methylstyryl)-1H-1,2,3-triazole-4-carboxylic acid CC1=C(C=CC2=C(N=NN2)C(=O)O)C=CC=C1